N[C@H](C1=NC2=C(N1)C=CC(=C2F)C2=C(CCOC2)C(=O)N(C)C)C2CCC(CC2)C 5-{2-[(S)-amino(4-methylcyclohexyl)methyl]-4-fluoro-1H-benzimidazol-5-yl}-N,N-dimethyl-3,6-dihydro-2H-pyran-4-carboxamide